2,6-diphenyl-iodobenzene C1(=CC=CC=C1)C1=C(C(=CC=C1)C1=CC=CC=C1)I